ClC1=CC=C(C=C1)[C@H]([C@@H]1[C@H]([C@H]([C@@H](C1)N1C=CC\2=C1NC=N/C2=N/NC)O)O)O (1S,2R,3R,5R)-3-((S)-(4-chlorophenyl)(hydroxy)methyl)-5-((E)-4-(2-methylhydrazineylidene)-1,4-dihydro-7H-pyrrolo[2,3-d]pyrimidin-7-yl)cyclopentane-1,2-diol